((7'-cyclopentyl-6'-oxo-6',7'-dihydrospiro[cyclopropane-1,5'-pyrrolo[2,3-d]pyrimidin]-2'-yl)amino)piperidine-1-carboxylic acid tert-butyl ester C(C)(C)(C)OC(=O)N1C(CCCC1)NC=1N=CC2=C(N1)N(C(C21CC1)=O)C1CCCC1